(((3S,6S,7aR)-5-oxo-3-phenyltetrahydro-1H,3H-pyrrolo[1,2-c]oxazol-6-yl)methyl)carbamate O=C1[C@@H](C[C@H]2N1[C@@H](OC2)C2=CC=CC=C2)CNC([O-])=O